FC=1C(=NC(=NC1)NC1=CC=C(C=C1)S(=O)(=O)N)N1CC(OC2(CCC2)C1)CF 4-({5-fluoro-4-[6-(fluoromethyl)-5-oxa-8-azaspiro[3.5]nonan-8-yl]pyrimidin-2-yl}amino)benzenesulfonamide